methyl 2-((2-(((tert-butoxycarbonyl)(2-(6-methoxy-3-nitropyridin-2-yl)ethyl)amino)methyl)-3-fluoro-4-(trifluoromethoxy)phenyl)amino)-5-fluoro-4-(trifluoromethyl)benzoate C(C)(C)(C)OC(=O)N(CCC1=NC(=CC=C1[N+](=O)[O-])OC)CC1=C(C=CC(=C1F)OC(F)(F)F)NC1=C(C(=O)OC)C=C(C(=C1)C(F)(F)F)F